ethyl 3-(4-((2-chlorophenyl) amino)-2-(trifluoromethyl) pyrimidin-5-yl)-3-oxopropanoate ClC1=C(C=CC=C1)NC1=NC(=NC=C1C(CC(=O)OCC)=O)C(F)(F)F